FC(C=1C2=CN(N=C2C(=C(C1)C1=CC=C(C=C1)CCN1CCC(CC1)O)C)C(C(=O)OCC)C1=C2N(C=N1)C[C@@H](C2)F)F ethyl 2-[4-(difluoromethyl)-6-[4-[2-(4-hydroxy-1-piperidyl)ethyl]phenyl]-7-methyl-indazol-2-yl]-2-[(6R)-6-fluoro-6,7-dihydro-5H-pyrrolo[1,2-c]imidazol-1-yl]acetate